C(C)(=O)NCCCS(=O)(=O)O 3-(acetylamino)-1-propanesulfonic acid